2-Chloro-3-fluoro-5-nitro-N-(2-oxobutyl)benzamide ClC1=C(C(=O)NCC(CC)=O)C=C(C=C1F)[N+](=O)[O-]